C=1C(=CN2C=CC=CC12)C(=O)N1CC=2C(CC1)=NNC2C(=O)NC2CC(C2)C(F)(F)F 5-(indolizine-2-carbonyl)-N-[3-(trifluoromethyl)cyclobutyl]-2H,4H,5H,6H,7H-pyrazolo[4,3-c]pyridine-3-carboxamide